C(C)(C)(C)C1=CC(=NO1)NC(=O)NC1=CC=C(C=C1)N1C=NC2=C1C=CC(=C2)OCCN2CCCCC2 1-(5-tert-butyl-isoxazol-3-yl)-3-{4-[5-(2-piperidine-1-yl-ethoxyl)-benzimidazol-1-yl]-phenyl}-urea